(S)-ethyl 5-amino-6-(oxetan-2-ylmethylamino)picolinate NC=1C=CC(=NC1NC[C@H]1OCC1)C(=O)OCC